ClC1=CC=C2C3=C1C(OB3OC(CO2)(C)C)CNC(OC(C)(C)C)=O tert-butyl ((3-chloro-8,8-dimethyl-7,8-dihydro-2H-1,6,9-trioxa-9a-borabenzo[cd]azulen-2-yl)methyl)carbamate